N-(4-(4-(4-phenoxyphenoxy)pyridin-3-yl)benzyl)propionamide O(C1=CC=CC=C1)C1=CC=C(OC2=C(C=NC=C2)C2=CC=C(CNC(CC)=O)C=C2)C=C1